4-(4,4,5,5-tetramethyl-1,3,2-dioxaborolan-2-yl)-2,3-dihydro-1H-inden-2-d-2-ol CC1(OB(OC1(C)C)C1=C2CC(CC2=CC=C1)(O)[2H])C